OC1=CC=C(C=C1)OCC1C2C3C4C=CC(C3C(C1)C2)C4 8-(4-hydroxyphenyloxymethyl)-tetracyclo[4.4.0.12,5.17,10]-3-dodecene